C1(CC2C(CC1)O2)C(=O)OCCCC(=O)OCC2CC1C(CC2)O1 3-(3,4-epoxycyclohexylmethoxycarbonyl)propyl 3,4-epoxycyclohexanecarboxylate